(7R,14R)-6-(methyl-d3)-5-oxo-1-(prop-1-yn-1-yl)-5,6,7,14-tetrahydro-7,14-methanobenzo[f]benzo[4,5]imidazo[1,2-a][1,4]diazocin C(N1[C@H]2C=3N([C@@H](C4=C(C1=O)C=CC=C4C#CC)C2)C2=C(N3)C=CC=C2)([2H])([2H])[2H]